(R)-N-(6-chloro-8-methylisoquinolin-1-yl)-5-(4-(methoxymethyl)-1H-1,2,3-triazol-1-yl)-N-(piperidin-3-yl)picolinamide ClC=1C=C2C=CN=C(C2=C(C1)C)N(C(C1=NC=C(C=C1)N1N=NC(=C1)COC)=O)[C@H]1CNCCC1